FC1=CC=C(CC2=CC3=C(OC[C@@H](N3C(C)=O)C)N=C2CO)C=C1 1-((S)-7-(4-fluorobenzyl)-6-(hydroxymethyl)-2-methyl-2,3-dihydro-1H-pyrido[2,3-b][1,4]oxazin-1-yl)ethan-1-one